ClC1=C(C=C(C=C1)N1C[C@@H](CC1)CC(=O)O)F 2-[(3S)-1-(4-Chloro-3-fluorophenyl)pyrrolidin-3-yl]acetic acid